4-sulfophenyl-3,5-dicarboxymethoxybenzene S(=O)(=O)(O)C1=CC=C(C=C1)C1=CC(=CC(=C1)OCC(=O)O)OCC(=O)O